O1C(OCC1)C1=C(C=CC(=C1F)F)NC1=C(C(=O)O)C=C(C(=C1)C(F)(F)F)F 2-((2-(1,3-dioxolan-2-yl)-3,4-difluorophenyl)amino)-5-fluoro-4-(trifluoromethyl)benzoic acid